4-(2,3,5-trimethylphenoxy)phenyl-diazonium CC1=C(OC2=CC=C(C=C2)[N+]#N)C=C(C=C1C)C